1-tert-butyl 2-methyl 6-methoxyindoline-1,2-dicarboxylate COC1=CC=C2CC(N(C2=C1)C(=O)OC(C)(C)C)C(=O)OC